tert-butyl (1S,4S)-5-oxo-2-azabicyclo[2.2.1]heptane-2-carboxylate O=C1[C@@H]2CN([C@H](C1)C2)C(=O)OC(C)(C)C